5-(3-benzyl-1-((2-methyl-2H-1,2,3-triazol-4-yl)sulfonyl)pyrrolidin-3-yl)-1-(6-methoxypyridin-3-yl)-6-methyl-1H-indazole C(C1=CC=CC=C1)C1(CN(CC1)S(=O)(=O)C1=NN(N=C1)C)C=1C=C2C=NN(C2=CC1C)C=1C=NC(=CC1)OC